BrC=1C=C2C(=NNC2=C(C1)F)C(=O)NCC1=CC=C(C=C1)C(NC)=O 5-bromo-7-fluoro-N-(4-(methylcarbamoyl)benzyl)-1H-indazole-3-carboxamide